C(CCNC([C@H](O)C(C)(C)CO)=O)(=O)[O-].[Ca+2].C(CCCCCCCCCCCCCCCCC)(=O)[O-].[Mg+2] magnesium stearate calcium pantothenate